((4R,5R)-5-(2-methylphenyl)-2,2-diethyl-1,3-dioxolan-4-yl)methanol CC1=C(C=CC=C1)[C@@H]1[C@H](OC(O1)(CC)CC)CO